(S)-N-(4-Chloro-5-formylthiazol-2-yl)-2-((S)-3,3-difluorocyclopentyl)-2-(4-(2-methyl-2H-tetrazol-5-yl)phenyl)acetamide ClC=1N=C(SC1C=O)NC([C@H](C1=CC=C(C=C1)C=1N=NN(N1)C)[C@@H]1CC(CC1)(F)F)=O